trimethylmonon-octylammonium carbonate C([O-])([O-])=O.C[N+](CCCCCCCC)(C)C.C[N+](C)(C)CCCCCCCC